tert-butyl N-[3-(4-formylpyrazol-1-yl)propyl]-N-methyl-carbamate C(=O)C=1C=NN(C1)CCCN(C(OC(C)(C)C)=O)C